[Li]CCCCC[Li] Pentamethylendilithium